glyceryl-oxalic acid C(C(O)CO)OC(C(=O)O)=O